ClC(C)(Cl)Cl 1,1-dichloro-1-chloroethane